C(C)OC1=C(C(=C(OCSC2=NOC(C2)(C)C)C(=C1F)F)F)F 3-(((4-(ethoxy)-2,3,5,6-tetrafluorophenoxy)methyl)thio)-5,5-dimethyl-4,5-dihydroisoxazole